CC1=CC=CC(=N1)[C@H]1C2(CC(C1)(C2)C2=CC=CC=C2)C(=O)C2=CC1=CC=CC=C1C=C2 ((1R,2R,4S)-2-(6-methylpyridin-2-yl)-4-phenylbicyclo[2.1.1]hexan-1-yl)(naphthalen-2-yl)methanone